1-(4,5-dihydro-1H-imidazol-2-yl)piperazine hydroiodide I.N1C(=NCC1)N1CCNCC1